[5-(4-aminocinnolin-7-yl)-2-methoxy-4-(4-morpholinopyrazol-1-yl)phenyl]boronic acid formate salt C(=O)O.NC1=CN=NC2=CC(=CC=C12)C=1C(=CC(=C(C1)B(O)O)OC)N1N=CC(=C1)N1CCOCC1